4-(carboxymethyl)phenylboronic acid C(=O)(O)CC1=CC=C(C=C1)B(O)O